potassium 3-methoxy-3-oxopropanoate COC(CC(=O)[O-])=O.[K+]